4-{5-[(3-methylbutyl)amino]-[1,2,4]triazolo[1,5-a]pyrimidin-7-yl}benzonitrile CC(CCNC1=NC=2N(C(=C1)C1=CC=C(C#N)C=C1)N=CN2)C